N1-((S)-1-(((S)-1-cyclohexyl-3-oxo-4-(2,3,5,6-tetrafluorophenoxy)butan-2-yl)amino)-4-methyl-1-oxopentan-2-yl)-N2-(2-fluorophenyl)oxalamide C1(CCCCC1)C[C@@H](C(COC1=C(C(=CC(=C1F)F)F)F)=O)NC([C@H](CC(C)C)NC(C(=O)NC1=C(C=CC=C1)F)=O)=O